NCCCC(=O)N[C@@H](CC1=CNC=N1)C(=O)O γ-amino-butyryl-L-histidine